C1(=CC=CC=C1)C1=CC(=NC=C1C#N)C=1SC=CC1 4-phenyl-6-(thiophen-2-yl)nicotinonitrile